7-bromo-2-(ethoxymethyl)-1H-imidazo[4,5-c]quinolin-4-amine BrC=1C=CC=2C3=C(C(=NC2C1)N)N=C(N3)COCC